3,5-dichloro-N-(3-(3,3-dimethylbutyl)-4-oxo-3,4-dihydroquinazolin-5-yl)-4-hydroxybenzamide ClC=1C=C(C(=O)NC2=C3C(N(C=NC3=CC=C2)CCC(C)(C)C)=O)C=C(C1O)Cl